CN1C2CN(C(C1)C2)C2CN(C2)C2=NC1=C(N2C(=O)NCCOC2=CC=CC=C2)C=CC=C1 (3-(5-Methyl-2,5-diazabicyclo[2.2.1]heptan-2-yl)azetidin-1-yl)-N-(2-phenoxyethyl)-1H-benzo[d]imidazole-1-carboxamide